(2-(piperazin-1-ylmethyl)phenyl)methanol N1(CCNCC1)CC1=C(C=CC=C1)CO